N-hydroxyphthalimide potassium salt [K].ON1C(C=2C(C1=O)=CC=CC2)=O